1,3-dimethyl-6-(4,4,5,5-tetramethyl-1,3,2-dioxaborolan-2-yl)-3,4-dihydroquinazolin-2(1H)-one CN1C(N(CC2=CC(=CC=C12)B1OC(C(O1)(C)C)(C)C)C)=O